(S)-2-(tert-butoxycarbonylamino)-2-phenylacetic acid C(C)(C)(C)OC(=O)N[C@H](C(=O)O)C1=CC=CC=C1